(9H-fluoren-9-yl)methyl (3-mercaptopropyl)carbamate SCCCNC(OCC1C2=CC=CC=C2C=2C=CC=CC12)=O